dimethyl-pentamethylcyclopentadienyl(1-pentyl-1,5,6,7-tetrahydro-s-indacenyl)hafnium C[Hf](C1(C=CC2=CC=3CCCC3C=C12)CCCCC)(C1(C(=C(C(=C1C)C)C)C)C)C